(1S,2S)-2-fluoro-N-(6-(3-fluoro-2-(2-hydroxyethoxy)phenyl)imidazo[1,2-a]pyridin-2-yl)cyclopropane-1-carboxamide F[C@@H]1[C@@H](C1)C(=O)NC=1N=C2N(C=C(C=C2)C2=C(C(=CC=C2)F)OCCO)C1